(S)-3-(pyrrolidin-3-yl-2,2,3,4,4,5,5-d7)-1H-indol N1C([C@](C(C1([2H])[2H])([2H])[2H])([2H])C1=CNC2=CC=CC=C12)([2H])[2H]